C(CC)C1(NC(C2=NC=NC2=N1)=O)N 2-(propyl)guanine